Tert-butyl-([1,1'-biphenyl]) C(C)(C)(C)C1=C(C=CC=C1)C1=CC=CC=C1